pyrrolo[1,2-b]pyridazine-6-carboxylic acid ethyl ester C(C)OC(=O)C=1C=C2N(N=CC=C2)C1